O(CCC)OOCCC propoxyl ether